perfluoromercapto-Acrylamide FC(=C(C(=O)N)S)F